BrC1=CC(=C(C=C1)C(C(F)(F)F)=O)NCC1=CC=C(C=C1)OC 1-(4-bromo-2-((4-methoxybenzyl)amino)phenyl)-2,2,2-trifluoroethan-1-one